FC1=CC=C(C=C1)C1NC(CN(C1)C(=O)OCC1=CC=CC=C1)(C)C Benzyl 5-(4-fluorophenyl)-3,3-dimethylpiperazine-1-carboxylate